aluminatert-butyl 6-(1-((2-amino-4-cyanophenyl)amino)-1-oxopropan-2-yl)-3,4-dihydro-1,5-naphthyridine-1(2H)-carboxylate NC1=C(C=CC(=C1)C#N)NC(C(C)C=1N=C2CCCN(C2=CC1)C(=O)OC[Al](C)C)=O